5-(3-(3-(2-azaspiro[3.3]heptan-2-yl)-1H-pyrazol-5-yl)-2-fluoro-6-hydroxyphenyl)-1,2,5-thiadiazolidin-3-one 1,1-dioxide C1N(CC12CCC2)C2=NNC(=C2)C=2C(=C(C(=CC2)O)N2CC(NS2(=O)=O)=O)F